C(C)N1C2(CCOC2)CN(CC1)C1=CC=C(N=N1)C1=C(C=C(C=C1C)C)O 2-[6-(6-ethyl-2-oxa-6,9-diazaspiro[4.5]decan-9-yl)pyridazin-3-yl]-3,5-dimethylphenol